benzyl 4-(chlorosulfonyl)piperazine-1-carboxylate ClS(=O)(=O)N1CCN(CC1)C(=O)OCC1=CC=CC=C1